C1(CCCCC1)[C@H]1N(C[C@H](CC1)C)C(C(=O)NC1=C(C(=NC=C1)OC)C(=O)N)=O [[2-[(2S,5S)-2-cyclohexyl-5-methyl-1-piperidyl]-2-oxo-acetyl]amino]-2-methoxy-pyridine-3-carboxamide